S1S[C@@H](CC1)CCCCC(=O)[O-].OCC(C(=O)OC1C[C@@H]2CC[C@@H](C1)[NH+]2C)C2=CC=CC=C2 (1S,5S)-3-((3-hydroxy-2-phenylpropanoyl)oxy)-8-methyl-8-azabicyclo[3.2.1]octan-8-ium (R)-5-(1,2-dithiolan-3-yl)pentanoate